2-[7-(3-trifluoromethanesulfonyl-benzyl)-2,7-diazaspiro[3.5]nonane-2-carbonyl]-2,5-diazaspiro[3.4]octan-6-one FC(S(=O)(=O)C=1C=C(CN2CCC3(CN(C3)C(=O)N3CC4(C3)NC(CC4)=O)CC2)C=CC1)(F)F